1-(2-fluorothieno[2,3-b]pyridin-6-yl)ethan-1-ol methyl-2-(tert-butoxycarbonylamino)-3-(3-methylimidazol-4-yl)propanoate CC(C(=O)OC(C)C1=CC=C2C(=N1)SC(=C2)F)(CC=2N(C=NC2)C)NC(=O)OC(C)(C)C